1-[4-(2,3-dimethylphenyl)piperazin-1-yl]-2-[3-[rac-(3S,4S)-4-fluoro-3-hydroxy-piperidine-1-carbonyl]-5,6-dihydro-4H-cyclopenta[c]pyrazol-1-yl]ethanone CC1=C(C=CC=C1C)N1CCN(CC1)C(CN1N=C(C2=C1CCC2)C(=O)N2C[C@@H]([C@H](CC2)F)O)=O |r|